N[C@@H](COC(C(F)(F)F)(C)C)C=1N=C2N(N=CC(=C2)[C@@H](C)N2C(NCC(C2)(F)F)=O)C1 1-((R)-1-(2-((R)-1-amino-2-((1,1,1-trifluoro-2-methylpropan-2-yl)oxy)ethyl)imidazo[1,2-b]pyridazin-7-yl)ethyl)-5,5-difluorotetrahydropyrimidin-2(1H)-one